ethyl acetate (tert-butyl acetate) C(C)(C)(C)CC(=O)O.C(C)(=O)OCC